6-bromo-3-cyclopropylquinazolin-4(3H)-one BrC=1C=C2C(N(C=NC2=CC1)C1CC1)=O